sodium hydrosulfide [SH-].[Na+]